5-{2-[2-(4-Bromonaphthalin-1-sulfonamido)phenyl]ethynyl}pyridin BrC1=CC=C(C2=CC=CC=C12)S(=O)(=O)NC1=C(C=CC=C1)C#CC=1C=CC=NC1